(R)-N-(3-(1-((2-amino-5-chloropyridin-3-yl)oxy)ethyl)-phenyl)benzo[d][1,3]dioxole-5-carboxamide NC1=NC=C(C=C1O[C@H](C)C=1C=C(C=CC1)NC(=O)C1=CC2=C(OCO2)C=C1)Cl